7-(1H-pyrazol-4-yl)-1,5-naphthyridine N1N=CC(=C1)C1=CN=C2C=CC=NC2=C1